C(CCCCCCCCCCCCCCC)(=O)N(C)CC(=O)O.C(CCCCCCCCCCCCCCCCC)N octadecylamine N-palmitoyl-sarcosinate